Cl.NC=1C(=CC(=C(C1)O)C(C)(C)C)C(C)(C)C 5-amino-2,4-ditert-butyl-phenol hydrochloride